3-azabicyclo[3.2.0]heptan C12CNCC2CC1